1',2',3',6'-tetrahydro-[3,4']bipyridinyl-6-carboxylic acid [5-fluoro-2-methyl-4-(1,2,3,6-tetrahydro-pyridin-4-yl)-phenyl]-amide FC=1C(=CC(=C(C1)NC(=O)C1=CC=C(C=N1)C=1CCNCC1)C)C=1CCNCC1